CC1C(CCCC1C(=O)O)(C(=O)O)C.N1=CC(=CC=C1)C1=CN=C2N1N=C(C=C2)C2=CC=C(C=C2)CO [4-[3-(3-pyridyl)imidazo[1,2-b]pyridazin-6-yl]phenyl]methanol dimethyl-1,3-cyclohexanedicarboxylate